3-(2,4-Dichloro-5-methoxyphenyl)-2,3-dihydro-2-thioxo-4(1H)-quinazolinone ClC1=C(C=C(C(=C1)Cl)OC)N1C(NC2=CC=CC=C2C1=O)=S